C(=CC1=CC=CC=C1)C1=NC2=NC=CC=C2C=C1 styryl-naphthyridine